8-(3-((E)-benzylidene)-2,5-diketopyrrolidinyl)-N-((1S,2S)-2-hydroxycyclohexyl)octanamide C(/C1=CC=CC=C1)=C/1\C(N(C(C1)=O)CCCCCCCC(=O)N[C@@H]1[C@H](CCCC1)O)=O